3-(4-(3-aminoprop-1-yn-1-yl)-1-oxoisoquinolin-2-yl)piperidine-2,6-dione NCC#CC1=CN(C(C2=CC=CC=C12)=O)C1C(NC(CC1)=O)=O